N-cyclobutyl-3-((5-methyl-2-((4-(4-methylpiperazin-1-yl)phenyl)amino)pyrimidin-4-yl)amino)benzenesulfonamide C1(CCC1)NS(=O)(=O)C1=CC(=CC=C1)NC1=NC(=NC=C1C)NC1=CC=C(C=C1)N1CCN(CC1)C